FC(C(C#CC=1C(=C(C=CC1)N(C1=NC=2N(C3=CC=C(C=C13)F)C(=NN2)C)CC(F)F)F)(C)C)F N-[3-(4,4-difluoro-3,3-dimethyl-but-1-ynyl)-2-fluoro-phenyl]-N-(2,2-difluoroethyl)-7-fluoro-1-methyl-[1,2,4]triazolo[4,3-a]quinazolin-5-amine